CC1(OB(OC1(C)C)C1=CC=C(N)C=C1)C 4-(4,4,5,5-tetramethyl-1,3,2-dioxaborol-2-yl)aniline